7-{3-[(2-ethoxyethyl)carbamoyl]azetidin-1-yl}-5-methyl-1-(3-methyl-1,2,4-thiadiazol-5-yl)-4-oxo-1,4-dihydro-1,8-naphthyridine-3-carboxylic acid C(C)OCCNC(=O)C1CN(C1)C1=CC(=C2C(C(=CN(C2=N1)C1=NC(=NS1)C)C(=O)O)=O)C